(furo[3,2-b]pyridin-6-yl)methanone O1C=CC2=NC=C(C=C21)C=O